COC1=CC=C(C=C1)C1=CC(N(CS1)C1=CC=CC=C1)=O 6-(4-methoxyphenyl)-3-phenyl-2H-1,3-thiazin-4(3H)-one